methyl 4-((2,4-dimethoxybenzyl) amino)-7-methylimidazo[1,5-a]quinoxaline-8-carboxylate COC1=C(CNC=2C=3N(C4=CC(=C(C=C4N2)C)C(=O)OC)C=NC3)C=CC(=C1)OC